FC1=C(C=CC=C1C(F)(F)F)C(C(=O)N1CC2=C(CCC1)N=C(NC2=O)C2(CC2)C2=CC=CC=C2)O 6-(2-(2-fluoro-3-(trifluoromethyl)phenyl)-2-hydroxyacetyl)-2-(1-phenylcyclopropyl)-3,5,6,7,8,9-hexahydro-4H-pyrimido[5,4-c]azepin-4-one